N-(3-chloro-4-(pyridin-2-ylmethoxy)phenyl)-7-(((3aR,5s,6aS)-2-methyloctahydrocyclopenta[c]pyrrol-5-yl)methoxy)-6-nitroquinazolin-4-amine ClC=1C=C(C=CC1OCC1=NC=CC=C1)NC1=NC=NC2=CC(=C(C=C12)[N+](=O)[O-])OCC1C[C@@H]2[C@@H](CN(C2)C)C1